O[Mo](=O)(=O)O diammonium dimolybdate